S1C=C(C2=C1C=CC=C2)C2=C(C(=O)NC2=O)C2=CNC1=CC=CC=C21 (3-benzothiophenyl)(3-indolyl)maleimide